NC1=C(C=C(N=N1)C1=C(C=CC=C1)O)N1CC2CCC(C1)N2C2=CC(=NC=C2)C#CCN2C1(CC(C2)C1)CO 2-[6-amino-5-[8-[2-[3-[1-(hydroxymethyl)-2-azabicyclo[2.1.1]hex-2-yl]prop-1-ynyl]-4-pyridinyl]-3,8-diazabicyclo[3.2.1]oct-3-yl]pyridazin-3-yl]phenol